CC(C(=O)OO)CC.[Ca] calcium hydroxy methylbutyrate